2-(1-(2-Methoxyethyl)-1H-pyrazol-4-yl)-6-methyl-1-(1-methyl-1H-indazol-5-yl)-7-oxo-6,7-dihydro-3H-spiro[dipyrrolo[2,3-b:3',2'-d]pyridine-8,4'-piperidin] COCCN1N=CC(=C1)C1=C(C=2C(=NC=C3C2C2(CCNCC2)C(N3C)=O)N1)C=1C=C3C=NN(C3=CC1)C